O1CC=NC=C2C1=CC(=NC2)C(=O)O Pyrido[3,4-f][1,4]Oxazepine-8(6H)-carboxylic acid